C(=O)O.FC1=C2C=CC=NC2=CC=C1C1=C(N=C(C=2N1N=CC2)N2CCC1(CC2)[C@@H](C=2C(=NC=CC2)C1)N)C (5S)-1'-[7-(5-fluoro-6-quinolyl)-6-methyl-pyrazolo[1,5-a]pyrazin-4-yl]spiro[5,7-dihydrocyclopenta[b]pyridine-6,4'-piperidine]-5-amine formate